O=C1NC(CCC1N1C(N(C2=C1C=CC=C2C#CCCOCCCCNC(OC(C)(C)C)=O)C)=O)=O Tert-butyl N-[4-([4-[1-(2,6-dioxopiperidin-3-yl)-3-methyl-2-oxo-2,3-dihydro-1H-1,3-benzodiazol-4-yl]but-3-yn-1-yl]oxy)butyl]carbamate